C[C@H]1OC[C@@]1(C)NS(=O)(=O)C=1C=C2C(N(C(N(C2=CC1)CC)=O)CC)=O |o1:1,4| rel-N-[(2R,3R)-2,3-dimethyloxetan-3-yl]-1,3-diethyl-2,4-dioxoquinazoline-6-sulfonamide